CN(CCCC(=O)OC(CCCCCC(=O)OCCC(CCCCCCCC)CCCCCCCC)CCCCCCC)C 3-Octylundecyl 7-((4-(Dimethylamino)Butanoyl)Oxy)Tetradecanoate